FC1(CN(S(N(C1)C1=C(C=C(C=C1Cl)Cl)Cl)(=O)=O)CC(=O)NC1C2CC3(CC(CC1C3)C2)C(=O)N)F 4-(2-(4,4-difluoro-1,1-dioxido-6-(2,4,6-trichlorophenyl)-1,2,6-thiadiazinane-2-yl)acetamido)adamantane-1-carboxamide